CC1=C(C(=CC=C1)C)NC=1N=C(N=NC1C(=O)N)NC1=C(C=C2CCN(CC2=C1)CC)OC ((2,6-dimethylphenyl)amino)-3-((2-ethyl-6-methoxy-1,2,3,4-tetrahydroisoquinolin-7-yl)amino)-1,2,4-triazine-6-carboxamide